ClC=1C=CC2=CN(N=C2C1)C1CCC(CC1)CNC(C1=C(C(=C(C(=C1)F)O)F)F)=O N-{[(1r,4r)-4-(6-chloro-2H-indazol-2-yl)cyclohexyl]methyl}-2,3,5-trifluoro-4-hydroxybenzamide